1,4-diglycidylbenzene C(C1CO1)C1=CC=C(C=C1)CC1CO1